ClC1=NC2=CC(=CC=C2C(=C1)Cl)C(=O)OC methyl 2,4-dichloroquinoline-7-carboxylate